BrCCCOC1=CC=C(C=C1)C(C=CC1=CC=C(C=C1)Cl)=O 1-(4-(3-bromopropyloxy)phenyl)-3-p-chlorophenyl-2-propen-1-one